N1(CCOCC1)C=1C=C2CN(C(C2=CC1)=O)C1=CC2=C(NC(=N2)C2=CC=C(OCC(=O)O)C=C2)C=C1 (4-(5-(5-(morpholin-4-yl)-1-oxo-1,3-dihydro-2H-isoindol-2-yl)-1H-benzimidazol-2-yl)phenoxy)acetic acid